tert-butyl (E)-8,8-difluoro-2-(4-methoxy-4-carbonylbut-2-en-1-yl)-2,6-diazaspiro[3.4]octane-6-carboxylate FC1(CN(CC12CN(C2)C\C=C\C(=C=O)OC)C(=O)OC(C)(C)C)F